NC1CC2(CN(C2)C(=O)[O-])C1 6-amino-2-Azaspiro[3.3]heptane-2-carboxylate